(2-Methyl-2-ethyl-1,3-dioxolan-4-yl) methacrylate C(C(=C)C)(=O)OC1OC(OC1)(CC)C